N1(N=CC=C1)C=1C=C(CN(C2=CC(=NC=C2)CN2C(CNCC2)=O)CC2=CC(=CC=C2)OC)C=CC1 1-((4-((3-(1H-pyrazol-1-yl)benzyl)(3-methoxybenzyl)amino)pyridin-2-yl)methyl)piperazin-2-one